C(C1CO1)OCCC[Si](OC)(OC)C 3-(2,3-epoxypropoxy)propylmethyldimethoxySilane